C(C1=CC=CC=C1)OC1=CC=C(C=C1)C=1OC2=C(C1)C(=C(C=C2)C(C)=O)O (2-(4-(benzyloxy)phenyl)-4-hydroxybenzofuran-5-yl)ethan-1-one